(((R)-methylsulfinyl)methyl)azepine C[S@@](=O)CC=1NC=CC=CC1